C(C)(C)OC(=O)C=1C(=CC=2N(C1)C=C(N2)[C@@]21OCC[C@@H](OC2)C1)OC(C)C ((1r,5r)-2,6-dioxabicyclo[3.2.1]oct-1-yl)-7-isopropoxylimidazo[1,2-a]pyridine-6-carboxylic acid isopropyl ester